COC(C1=C(C=C(C=C1)N1C[C@@H]2CNCC[C@@]2(C1=O)F)Cl)=O cis-2-chloro-4-((3aS,7aR)-7a-fluoro-1-oxooctahydro-2H-pyrrolo[3,4-c]pyridin-2-yl)benzoic acid methyl ester